CC(C(C)O)C=CC1C(C(=CC1)C)(C)C 3-methyl-5-(2,2,3-trimethyl-3-cyclopentene-1-yl)4-penten-2-ol